F\C(=C/C(=O)NC1=CC(=NC=C1)C1=NC=CC2=C1N=C(N=C2)NC=2C=NC(=CC2)N2CCOCC2)\C (Z)-3-fluoro-N-(2-(2-((6-morpholinylpyridin-3-yl)amino)pyrido[3,4-d]pyrimidin-8-yl)pyridin-4-yl)but-2-enamide